3,3'-Diselenodipropionic acid C(CC[Se][Se]CCC(=O)O)(=O)O